[Na+].C(COCCOCCCCCCCCCCCC)OS(=O)(=O)[O-] 3,6-dioxaoctadecylsulfate sodium